CC1(CCCCC1)NCCS(=O)(=O)O 2-(methylcyclohexyl)aminoethane-1-sulfonic acid